C1(CCCCC1)OC1=CC=C(C(=O)NCC(=O)OC(C)(C)C)C=C1 tert-butyl (4-(cyclohexyloxy)benzoyl)glycinate